N6-(methyl((2S,3R,4R,5R)-2,3,4,5,6-pentahydroxyhexyl)carbamoyl)-D-lysine CN(C(=O)NCCCC[C@@H](N)C(=O)O)C[C@@H]([C@H]([C@@H]([C@@H](CO)O)O)O)O